BrC=1C(=C(C=C(C1)F)[C@@H](C)N[S@@](=O)C(C)(C)C)C (S)-N-((R)-1-(3-bromo-5-fluoro-2-methylphenyl)ethyl)-2-methylpropane-2-sulfinamide